N-((6-(pyrrolidin-1-yl)pyridin-2-yl)methyl)pyrazine-2-carboxamide N1(CCCC1)C1=CC=CC(=N1)CNC(=O)C1=NC=CN=C1